6-(4-(2-(1-(6,7-Dihydro-5H-pyrrolo[1,2-C]imidazol-1-yl)-2-ethoxy-2-oxoethyl)-7-fluoro-3-oxoisoindolin-5-yl)phenyl)-2,6-diazaspiro[3.3]heptane-2-carboxylic acid tert-butyl ester C(C)(C)(C)OC(=O)N1CC2(C1)CN(C2)C2=CC=C(C=C2)C=2C=C1C(N(CC1=C(C2)F)C(C(=O)OCC)C2=C1N(C=N2)CCC1)=O